C(CCCCCCC)C(C(=O)O)(CCCC(=O)O)CCCCCCCCCCCC octyldodecyl-adipic acid